C(C)(C)(C)N(C(O)=O)[C@@H](CN)C.C1(CCCC1)N1C=NC(=C1C1=CC=C(O1)C(=O)NC1=C(C=C(C=C1)C)C)C1=CC=C(C=C1)F 5-(1-cyclopentyl-4-(4-fluorophenyl)-1H-imidazol-5-yl)-N-(2,4-dimethylphenyl)furan-2-carboxamide (R)-tert-butyl-(1-aminopropan-2-yl)carbamate